[Br-].[Br-].C(COCCOCCOCCO)O Tetraethylenglycol Dibromide